BrC=1N=C(N(C1)C1CC1)CC(C)O (4-bromo-1-cyclopropyl-1H-imidazol-2-yl)propan-2-ol